imidazolium diphenyl-hypophosphite C1(=CC=CC=C1)P(=O)([O-])C1=CC=CC=C1.N1C=[NH+]C=C1